FC=1C=C(CBr)C=CC1F 3,4-difluorobenzyl bromide